[4-[(5S)-5-Aminospiro[5,7-dihydro-cyclopenta[b]pyridin-6,4'-piperidin]-1'-yl]-6-methyl-pyrazolo[1,5-a]pyrazin-7-yl]-1-methyl-pyridin-2-one N[C@@H]1C=2C(=NC=CC2)CC12CCN(CC2)C=2C=1N(C(=C(N2)C)C=2C(N(C=CC2)C)=O)N=CC1